6-(benzyloxy)-7-methoxy-1-[(E)-2-(4-methoxy-1-methyl-1H-pyrrolo[2,3-b]pyridin-3-yl)ethenyl]-1,2,3,4-tetrahydroisoquinoline C(C1=CC=CC=C1)OC=1C=C2CCNC(C2=CC1OC)\C=C\C1=CN(C2=NC=CC(=C21)OC)C